C1(=CC(=CC=C1)C[C@H]1[C@H](CCC2=CC=C(C(N12)=O)C(C)(C)O)NS(=O)(=O)C)C1=CC=CC=C1 |r| rac-N-[(3S,4S)-4-[([1,1'-biphenyl]-3-yl)methyl]-7-(2-hydroxypropan-2-yl)-6-oxo-1,3,4,6-tetrahydro-2H-quinolizin-3-yl]methanesulfonamide